O[C@H]1CN(CC1)C1=C(C#N)C=CC=C1 (R)-2-(3-hydroxypyrrolidin-1-yl)benzonitrile